2-(4-methoxy-3H-imidazo[4,5-c]pyridin-2-yl)acetonitrile COC1=NC=CC2=C1NC(=N2)CC#N